C(C)(C)(C)OC(CN(C(=O)OCCl)C[C@@H]1N(CC1)C(=O)OCC1=CC=CC=C1)=O benzyl (R)-2-(((2-(tert-butoxy)-2-oxoethyl)((chloromethoxy)carbonyl)amino)methyl)azetidine-1-carboxylate